1-((R)-3,3-difluoro-4-((5-(1-((S)-1-fluoropropan-2-yl)-1H-benzo[d][1,2,3]triazol-6-yl)-4-methoxypyrrolo[2,1-f][1,2,4]triazin-2-yl)amino)piperidin-1-yl)ethan-1-one FC1(CN(CC[C@H]1NC1=NN2C(C(=N1)OC)=C(C=C2)C=2C=CC1=C(N(N=N1)[C@H](CF)C)C2)C(C)=O)F